Cl.C(CCC#C)N pent-4-yn-1-yl-amine hydrochloride